C(C)OC(=O)C=1N=CC=2CN(CCC2C1)C1=CC(=C(C(=C1)F)C)F 7-(3,5-difluoro-4-methylphenyl)-5,6,7,8-tetrahydro-2,7-naphthyridine-3-carboxylic acid ethyl ester